2-(4-(2-(((R)-((R)-8-cyano-1,2,3,4-tetrahydroquinoxalin-2-yl)(2-fluorophenyl)methyl)amino)ethyl)phenyl)acetic acid C(#N)C=1C=CC=C2NC[C@@H](NC12)[C@@H](C1=C(C=CC=C1)F)NCCC1=CC=C(C=C1)CC(=O)O